Tert-butyl 3-[(allyloxycarbonylamino)methyl]-3-hydroxy-azetidine-1-carboxylate C(C=C)OC(=O)NCC1(CN(C1)C(=O)OC(C)(C)C)O